BrC1=CC=C(O1)C#CCCNC(OC(C)(C)C)=O tert-butyl (4-(5-bromofuran-2-yl)but-3-yn-1-yl)carbamate